4-(2,2-dimethoxyethyl)piperidine 4-bromo-5-hydroxyphthalate BrC=1C=C(C(C(=O)O)=CC1O)C(=O)O.COC(CC1CCNCC1)OC